C1(CCCCC1)C=1C=2C=CC(=CC2N2C1C1=C(CN(C(C2)=O)C)C=CC=C1)C(=O)O 14-cyclohexyl-6-methyl-7-oxo-5,6,7,8-tetrahydroindolo[2,1-a][2,5]benzodiazocine-11-carboxylic acid